1H-benzo[de]isochinolin-1,3(2H)-dione C1(NC(C2=C3C(C=CC=C13)=CC=C2)=O)=O